3-(4-chlorophenyl)propan-1-amine ClC1=CC=C(C=C1)CCCN